C(CC(C)C)(=O)O iso-pentanoic acid